5-(4,4-dimethyl-5-oxo-3-(1-oxo-1,3-dihydroisobenzofuran-5-yl)-2-thioxoimidazolidin-1-yl)-3-(trifluoromethyl)pyridinecarbonitrile CC1(N(C(N(C1=O)C=1C=C(C(=NC1)C#N)C(F)(F)F)=S)C=1C=C2COC(C2=CC1)=O)C